4,4'-((1E,1'E)-(2-((2-Ethylhexyl)oxy)-5-methoxy-1,4-phenylene)bis(ethene-2,1-diyl))bis(N,N-dibutylaniline) C(C)C(COC1=C(C=C(C(=C1)/C=C/C1=CC=C(N(CCCC)CCCC)C=C1)OC)/C=C/C1=CC=C(N(CCCC)CCCC)C=C1)CCCC